[O-]P([O-])(=O)OP(=O)([O-])[O-].[V+5].[Fe+2].[Na+].[O-]P([O-])(=O)OP(=O)([O-])[O-] sodium iron vanadium pyrophosphate